[N+](=O)([O-])C1=C(C)C(=CC(=C1)[N+](=O)[O-])[N+](=O)[O-] ls-2,4,6-trinitrotoluene